(S)-N-((4-ethyl-8-fluoro-4-hydroxy-9-methyl-3,14-dioxo-3,4,12,14-tetrahydro-1H-pyrano-[3',4':6,7]indolizino[1,2-b]quinolin-11-yl)methyl)methane-sulfonamide C(C)[C@]1(C(OCC=2C(N3CC=4C(=NC=5C=C(C(=CC5C4CNS(=O)(=O)C)C)F)C3=CC21)=O)=O)O